4-(2-azidoethoxy)-3-hydroxybenzaldehyde N(=[N+]=[N-])CCOC1=C(C=C(C=O)C=C1)O